(R)-3-((3-(1-aminopropan-2-yl)phenyl)amino)-5,6-diethylpyrazine-2-carboxamide NC[C@H](C)C=1C=C(C=CC1)NC=1C(=NC(=C(N1)CC)CC)C(=O)N